C(C)OC(=O)C1=C(C=C(C=2N=COC21)C=2C=NC(=CC2)OC(F)(F)F)CN=[N+]=[N-] 6-(azidomethyl)-4-(6-(trifluoromethoxy)pyridin-3-yl)benzo[d]oxazole-7-carboxylic acid ethyl ester